C(C)C1(CCNCCC1)CC 4,4-diethyl-azepane